6-(5-((2-fluoro-5-(trifluoromethoxy)benzyl)carbamoyl)thiophen-2-yl)-N-methyl-1H-indazole-3-carboxamide FC1=C(CNC(=O)C2=CC=C(S2)C2=CC=C3C(=NNC3=C2)C(=O)NC)C=C(C=C1)OC(F)(F)F